COCC\C=C/CC (Z)-3-hexenyl methyl ether